CNC(C1=CC=C(C=C1)O[C@@H]1CC[C@@H](CC1)NC(=O)NC1=CC=C(C=C1)OC(F)(F)F)=O cis-N-methyl-4-{4-[3-(4-trifluoromethoxy-phenyl)-ureido]-cyclohexyloxy}-benzamide